N-(4-(benzyloxy)-3-methoxybenzyl)butan-2-amine C(C1=CC=CC=C1)OC1=C(C=C(CNC(C)CC)C=C1)OC